1-(5-fluoro-3-methylbenzofuran-2-yl)-2,2-dimethylpropan-1-amine FC=1C=CC2=C(C(=C(O2)C(C(C)(C)C)N)C)C1